C(C)SSCCCC BUTYL ETHYL DISULFIDE